CN1N=C(C=C1C)S(=O)(=O)N1CC(C1)OC=1C=C2CNC(C2=CC1C1=CC=C(C=C1)F)=O 5-((1-((1,5-dimethyl-1H-pyrazol-3-yl)sulfonyl)azetidin-3-yl)oxy)-6-(4-fluorophenyl)isoindolin-1-one